NC(C)(C)C1=CC=C(C=C1)N1N=C(C=C1)NC(=O)N[C@H]1CCOC2=C(C=CC=C12)F 1-[1-[4-(1-amino-1-methyl-ethyl)phenyl]pyrazol-3-yl]-3-[(4S)-8-fluorochroman-4-yl]urea